(2-methylpyrrolidin-2-yl)methanone hydrochloride Cl.CC1(NCCC1)C=O